2-(5-(2-(dimethylamino)ethyl)-2-oxo-4-(trifluoromethyl)pyridin-1(2H)-yl)pentanoic acid Ethyl-2-(5-(2-(dimethylamino)ethyl)-2-oxo-4-(trifluoromethyl)pyridin-1(2H)-yl)pentanoate C(C)OC(C(CCC)N1C(C=C(C(=C1)CCN(C)C)C(F)(F)F)=O)=O.CN(CCC=1C(=CC(N(C1)C(C(=O)O)CCC)=O)C(F)(F)F)C